BrC=1C=C(CN2C(=NOC2=O)C2=NON=C2NCCBr)C=CC1F 4-(3-bromo-4-fluorobenzyl)-3-(4-((2-bromoethyl)amino)-1,2,5-oxadiazol-3-yl)-1,2,4-oxadiazol-5(4H)-one